C(C)OC(=O)C=1C(C(=C2N(C(CN3N=C4C(=CC=CC4=C32)OCCCOC)C(C)(C)C)C1)F)=C=O 6-(tert-butyl)-1-fluoro-10-(3-methoxypropoxy)-2-carbonyl-6,7-dihydro-2H-pyrido[2',1':3,4]pyrazino[1,2-b]indazole-3-carboxylic acid ethyl ester